[2-(aminomethyl)-3,3-difluoro-allyl]-4-[[4-[3-(1-ethylpyrazol-4-yl)phenyl]-2-thienyl]methyl]-1,2,4-triazol-3-one trifluoroacetate salt FC(C(=O)O)(F)F.NCC(CC=1N(C(NN1)=O)CC=1SC=C(C1)C1=CC(=CC=C1)C=1C=NN(C1)CC)=C(F)F